ClC1=C2C(=C(NC2=CC=C1F)C(=O)N1CCN(CC1)C(=O)[C@@H]1OCC1)F (R)-(4-chloro-3,5-difluoro-1H-indol-2-yl)(4-(oxetane-2-carbonyl)piperazin-1-yl)methanone